O=C1NC(CCC1N1C(C2=CC=CC(=C2C1=O)SCCCCCCCCN1CCC(CC1)C1=CC=C(C(=O)N2CCC(CC2)CCCCNC(\C=C\C=2C=NC=CC2)=O)C=C1)=O)=O (E)-N-(4-(1-(4-(1-(8-((2-(2,6-dioxopiperidin-3-yl)-1,3-dioxoisoindolin-4-yl)thio)octyl)piperidin-4-yl)benzoyl)piperidin-4-yl)butyl)-3-(pyridin-3-yl)acrylamide